methyl 2-((1-(2-cyclohexyl-3,6-dimethyl-4-oxo-3,4-dihydroquinazolin-8-yl)ethyl)amino)benzoate C1(CCCCC1)C1=NC2=C(C=C(C=C2C(N1C)=O)C)C(C)NC1=C(C(=O)OC)C=CC=C1